(S)-Methyl 2-(4-aminoisochroman-4-yl)acetate N[C@@]1(COCC2=CC=CC=C12)CC(=O)OC